CN(\C=C/C(=O)C1CCOCC1)C (Z)-3-(dimethylamino)-1-(tetrahydro-2H-pyran-4-yl)prop-2-en-1-one